(1H-pyrazol-3-yl)-2H-pyrazolo[3,4-c]Quinolin-4-amine N1N=C(C=C1)C=1NN=C2C(=NC=3C=CC=CC3C21)N